C(C)O/C=C/C1=NN(C(C=C1C)=O)[C@@H](C)CC(C)C (S,E)-2-(3-(2-ethoxyvinyl)-4-methyl-6-oxopyridazin-1(6H)-yl)-4-methylpentane